CN(C)CC=1OC=C(N1)C(F)(F)F 2-((dimethylamino)methyl)-4-(trifluoromethyl)oxazol